FC=1C=C(C=CC1N1CCNCC1)NC1=NC=CC(=N1)NC1=NC(=NC=C1)C1=NC(=CC=C1)C N2-(3-fluoro-4-piperazin-1-yl-phenyl)-N4-[2-(6-methyl-2-pyridyl)pyrimidin-4-yl]pyrimidine-2,4-diamine